C1(CC1)C1=NC(=CC=C1O[C@@H]1C[C@H](CCC1)C(=O)O)C=1N=NN(C1COC(N(C)CCCF)=O)C (1S,3S)-3-((2-cyclopropyl-6-(5-((((3-fluoropropyl)(methyl)carbamoyl)oxy)methyl)-1-methyl-1H-1,2,3-triazol-4-yl)pyridin-3-yl)oxy)cyclohexane-1-carboxylic acid